(1S,2S)-2-fluoro-N-(6-(3-hydroxy-2-methylphenyl)imidazo[1,2-a]pyridin-2-yl)cyclopropane-1-carboxamide F[C@@H]1[C@@H](C1)C(=O)NC=1N=C2N(C=C(C=C2)C2=C(C(=CC=C2)O)C)C1